BrC1=CC=C(C=C1)N1C(C=CC1=O)=O N-(p-bromophenyl)maleimide